5-(1-((3-methyloxetan-3-yl)methyl)-1H-pyrazol-4-yl)-N-(1-((3-methyloxetan-3-yl)methyl)-3-(pyridin-2-yl)-1H-pyrazol-4-yl)furan-2-carboxamide formate C(=O)O.CC1(COC1)CN1N=CC(=C1)C1=CC=C(O1)C(=O)NC=1C(=NN(C1)CC1(COC1)C)C1=NC=CC=C1